CN(C(=N)N)C 1,1-dimethyl-guanidine